1,2,3,4-Tetrahydro-beta-carboline C1NCCC=2C3=CC=CC=C3NC12